C(#N)N1C[C@@H]2[C@](C1)(CCC2)NC(=O)C2=NNC(=C2)C2=C(C=CC=C2)OC2=CC=CC=C2 N-((3aS,6aR)-2-cyanohexahydrocyclopenta[c]pyrrol-3a(1H)-yl)-5-(2-phenoxyphenyl)-1H-pyrazole-3-carboxamide